1,4-dihydro-1,8-naphthyridin-4-one N1C=CC(C2=CC=CN=C12)=O